benzyl 6-hydroxy-6-(2-oxopropyl)-1,4-oxazepane-4-carboxylate OC1(CN(CCOC1)C(=O)OCC1=CC=CC=C1)CC(C)=O